2-((2R,6S)-2,6-dimethylpiperazin-1-yl)-N-(3-(2,4-dioxotetrahydropyrimidin-1(2H)-yl)-1-methyl-1H-indazol-7-yl)acetamide hydrobromide Br.C[C@H]1N([C@H](CNC1)C)CC(=O)NC=1C=CC=C2C(=NN(C12)C)N1C(NC(CC1)=O)=O